Natrium Cetylstearylsulfat C(CCCCCCCCCCCCCCC)CCCCCCCCCCCCCCCCCCOS(=O)(=O)[O-].[Na+]